2-cyclobutyl-6-methyl-1,3,6,2-dioxazaborocane-4,8-dione C1(CCC1)B1OC(CN(CC(O1)=O)C)=O